1,4,7,10-Tetraazacyclododecane-4,7,10-trisacetic acid N1CCN(CCN(CCN(CC1)CC(=O)O)CC(=O)O)CC(=O)O